C(C)(C)(C)OC(=O)N1CCN(CC1)CC1=C(C=C(C=C1)C(F)(F)F)I 4-(2-iodo-4-(trifluoromethyl)benzyl)piperazine-1-carboxylic acid tert-butyl ester